C(CCC)[P+](CCCCCCCC)(CCCC)CCCC tributyloctylphosphonium